The molecule is a dipeptide obtained by formal condensation of the carboxy group of L-asparagine with the amino group of L-arginine. It derives from a L-arginine and a L-asparagine. C(C[C@@H](C(=O)O)NC(=O)[C@H](CC(=O)N)N)CN=C(N)N